5-chloro-N-(4-(5-(cis-3-(trifluoromethoxy)cyclobutyl)-1,3,4-oxadiazol-2-yl)piperidin-1-yl)benzofuran-2-carboxamide ClC=1C=CC2=C(C=C(O2)C(=O)NN2CCC(CC2)C=2OC(=NN2)[C@@H]2C[C@@H](C2)OC(F)(F)F)C1